(S)-N-(3-(5-((1-acryloylpyrrolidin-2-yl)methoxy)-6-aminopyrimidin-4-yl)-5-fluoro-2-methylphenyl)-4-cyclopropyl-2-fluorobenzamide C(C=C)(=O)N1[C@@H](CCC1)COC=1C(=NC=NC1N)C=1C(=C(C=C(C1)F)NC(C1=C(C=C(C=C1)C1CC1)F)=O)C